COC=1C=CC2=C(C(CO2)=O)C1 5-methoxy-3-benzofuranone